C[C@@H]1CC[C@H]([C@@H](C1)O)C(C)C The molecule is a p-menthan-3-ol which has (1R,2S,5R)-stereochemistry. It is the most common naturally occurring enantiomer. It has a role as an antipruritic drug, an antitussive and an antispasmodic drug. It is an enantiomer of a (+)-menthol.